2-(1-cyclopentylpiperidin-4-yl)-3-oxo-2,3-dihydro-1H-indazole-4-carboxamide C1(CCCC1)N1CCC(CC1)N1NC=2C=CC=C(C2C1=O)C(=O)N